C(C)(C)(C)OCC(/C(/C(=O)OCC)=C/N(C)C)=O ethyl (Z)-4-(tert-butoxy)-2-((dimethylamino)methylene)-3-oxobutanoate